C1=CC=C(C=2SC3=C(C21)C=CC=C3)C=3C=CC=2C1(C4=CC=CC=C4C2C3)C3=CC=CC=C3N(C=3C=CC=CC31)C3=CC=CC=C3 3'-(dibenzo[b,d]thiophen-4-yl)-10-phenyl-10H-spiro[acridine-9,9'-fluorene]